methoxy-[1,1'-biphenyl]-3-ol COC1=C(C=CC=C1O)C1=CC=CC=C1